(3,4-dihydroxyphenyl)-2-oxoethyl acetate C(C)(=O)OCC(=O)C1=CC(=C(C=C1)O)O